[N+](=O)([O-])C1=CC=C(C=C1)S(=O)(=O)OC(C)C isopropyl 4-nitrobenzenesulfonate